BrC=1C=C(C=C2CCCN(C12)[C@@H]1CN(C[C@H]1F)C(=O)OC(C)(C)C)Cl trans-tert-butyl 3-(8-bromo-6-chloro-3,4-dihydroquinolin-1(2H)-yl)-4-fluoropyrrolidine-1-carboxylate